COC1=CC=2C=3N(C=NC2C=C1)CCN3 9-methoxy-2,3-dihydroimidazo[1,2-c]quinazoline